3-(imidazo[1,2-a]pyridin-3-yl)-4-(2-(piperidine-1-carbonyl)-9-(trifluoromethyl)-1,2,3,4-tetrahydro-[1,4]diazepino[6,7,1-hi]indol-7-yl)-1H-pyrrole-2,5-dione N=1C=C(N2C1C=CC=C2)C=2C(NC(C2C2=CN1C3=C(C=C(C=C23)C(F)(F)F)CN(CC1)C(=O)N1CCCCC1)=O)=O